ClC1=NC(=C2N=CN(C2=N1)C)N1CC2CCC(C1)N2C(=O)[O-] 3-(2-chloro-9-methyl-9H-purin-6-yl)-3,8-diazabicyclo[3.2.1]octane-8-carboxylate